[Si](C1=CC=CC=C1)(C1=CC=CC=C1)(C(C)(C)C)OCC1S[C@H]([C@H]2[C@@H]1OC(O2)(C)C)N2C=C(C1=C2N=CN=C1N)C=C 7-((3aR,4R,6aS)-6-(((tert-butyldiphenylsilyl)oxy)methyl)-2,2-dimethyltetrahydrothieno[3,4-d][1,3]dioxol-4-yl)-5-vinyl-7H-pyrrolo[2,3-d]pyrimidin-4-amine